(1-(oxetan-3-yl)-3-(pyridin-2-yl)-1H-pyrazol-4-yl)-[2,3'-bipyridine]-6-carboxamide O1CC(C1)N1N=C(C(=C1)C=1C(=NC(=CC1)C(=O)N)C=1C=NC=CC1)C1=NC=CC=C1